NC=1N=CC(=NC1OCC1=C(C(=CC=C1F)F)Cl)C1=CC=C(C=C1)NS(=O)(=O)CCN(C)C 2-dimethylamino-ethanesulfonic acid {4-[5-amino-6-(2-chloro-3,6-difluoro-benzyloxy)-pyrazin-2-yl]-phenyl}-amide